4-allyl-6-hydroxypyrocatechol di-n-butyrate C(CCC)(=O)OC=1C(OC(CCC)=O)=CC(=CC1O)CC=C